N-((1-(3-Bromobenzyl)cyclobutyl)methyl)-1-methyl-5-oxo-4,5-dihydro-1H-1,2,4-triazole-3-carboxamide BrC=1C=C(CC2(CCC2)CNC(=O)C2=NN(C(N2)=O)C)C=CC1